3-(6-(benzyloxy)hexylidene)azetidine-1-carboxylic acid tert-butyl ester C(C)(C)(C)OC(=O)N1CC(C1)=CCCCCCOCC1=CC=CC=C1